6-(4-bromo-2-chloro-phenylamino)-7-fluoro-3-(tetrahydro-pyran-2-ylmethyl)-3H-benzimidazole-5-carboxylic acid (2-hydroxy-ethoxy)-amide OCCONC(=O)C1=CC2=C(N=CN2CC2OCCCC2)C(=C1NC1=C(C=C(C=C1)Br)Cl)F